17-hydroxy-docosatetraenoic acid OC(CCCCCCCC=CC=CC=CC=CC(=O)O)CCCCC